FC(OC1=CC=C(C=C1)C=1C=C(C(N(N1)C1=CC(=CC=C1)F)=O)C(=O)N[C@H](CO)C)F 6-[4-(difluoromethoxy)phenyl]-2-(3-fluorophenyl)-N-[(2S)-1-hydroxypropan-2-yl]-3-oxo-2,3-dihydropyridazine-4-carboxamide